ClC=1C=C2C(=NC1)C(=C(N2)C2=CC(=NC=C2)NC([C@@H](CC(F)F)C2=CC=C(C=C2)F)=O)C2=NC=CC=C2 (2S)-N-{4-[6-Chloro-3-(pyridin-2-yl)-1H-pyrrolo[3,2-b]pyridin-2-yl]pyridin-2-yl}-4,4-difluoro-2-(4-fluorophenyl)butanamid